methanoic acid hydrochloride Cl.C(=O)O